(3-(1-adamantyl)-4-(methoxymethoxy)-5-(4,4,5,5-tetramethyl-1,3,2-dioxaborolan-2-yl)phenyl)trimethylsilane C12(CC3CC(CC(C1)C3)C2)C=2C=C(C=C(C2OCOC)B2OC(C(O2)(C)C)(C)C)[Si](C)(C)C